C(C(C)(C)C)(=O)OOC1(CCCCC1)OOC(C)(C)C 1-t-butylperoxy-cyclohexyl peroxypivalate